2,4-bis[(5-methyl-2-hydroxyphenyl)methyl]-6-cyclohexylphenol CC=1C=CC(=C(C1)CC1=C(C(=CC(=C1)CC1=C(C=CC(=C1)C)O)C1CCCCC1)O)O